((6-((4-(tert-Butyldiphenylsilyloxy)butyl)amino)undecane-1,11-diyl)bis(sulfane-diyl))bis(octane-1,2-diyl) bis(3-cyclohexylpropanoate) C1(CCCCC1)CCC(=O)OC(CSCCCCCC(CCCCCSCC(CCCCCC)OC(CCC1CCCCC1)=O)NCCCCO[Si](C1=CC=CC=C1)(C1=CC=CC=C1)C(C)(C)C)CCCCCC